[Pd+2].NC1=C(C=CC=C1)C1=CC=CC=C1 (2-amino-1,1'-biphenyl) palladium (II)